4-(5-(4,7-Dimethylbenzo[d]thiazol-2-yl)-1,2,4-oxadiazol-3-yl)benzoic acid CC1=CC=C(C2=C1N=C(S2)C2=NC(=NO2)C2=CC=C(C(=O)O)C=C2)C